1-(4-hydroxy-3-methylphenyl)hydrazine-1,2-dicarboxylic acid diethyl ester C(C)OC(=O)N(NC(=O)OCC)C1=CC(=C(C=C1)O)C